8-[(1-tert-Butoxycarbonyl-4-cyano-piperidin-4-ylmethyl)-amino]-6-(2-chloro-pyridin-4-yl)-3-methyl-imidazo[1,2-a]pyrazine-2-carboxylic acid ethyl ester C(C)OC(=O)C=1N=C2N(C=C(N=C2NCC2(CCN(CC2)C(=O)OC(C)(C)C)C#N)C2=CC(=NC=C2)Cl)C1C